3,2-dioxaphosphine P=1OOC=CC1